Dihydrocodein C1=CC(OC)=C2C=3[C@@]45[C@@H](O2)[C@@H](O)CC[C@H]4[C@@H](CC13)N(C)CC5